2,4-diisopropyl-1,5-Dimethoxypentane C(C)(C)C(COC)CC(COC)C(C)C